COC1=NC=CC(=C1N1CCC(CC1)N1C(N(C=2C(C1)=CN(N2)C)CC2=C(C=CC=C2)C(F)(F)F)=O)C 5-(2'-methoxy-4'-methyl-3,4,5,6-tetrahydro-2H-[1,3']bipyridinyl-4-yl)-2-methyl-7-(2-trifluoromethyl-benzyl)-2,4,5,7-tetrahydro-pyrazolo[3,4-d]pyrimidin-6-one